cyclopropyl-[(5s,7s)-5-(3-chloro-2-pyridinyl)-7-fluoro-6,7-dihydro-5H-pyrrolo[1,2-b][1,2,4]triazol-2-yl]methanone C1(CC1)C(=O)C=1N=C2N(N1)[C@@H](C[C@@H]2F)C2=NC=CC=C2Cl